N-((1R,3R)-3-acetamidocyclobutyl)-7-cyano-4-(isopropylamino)-5H-pyrido[3,2-b]indole-3-carboxamide C(C)(=O)NC1CC(C1)NC(=O)C1=C(C=2NC=3C=C(C=CC3C2N=C1)C#N)NC(C)C